N[C@]1(CCC=2C=3C1=C1C(=NC3C=C(C2C)F)C2=CC3=C(C(N2C1)=O)COC([C@]3(O)CC)=O)C (1S,9S)-1-amino-9-ethyl-5-fluoro-9-hydroxy-1,4-dimethyl-1,2,3,9,12,15-hexahydro-10H,13H-benzo[de]pyrano[3',4':6,7]indolizino[1,2-b]quinoline-10,13-dione